5-(((di-tert-butoxyphosphoryl)oxy)methoxy)-5-oxopentanoic acid C(C)(C)(C)OP(=O)(OC(C)(C)C)OCOC(CCCC(=O)O)=O